C=C(C)C1=C(C=CC=C1)[C@H]1N(CCC1)C1CC2(C1)CCN(CC2)C(=O)OC(C)(C)C tert-butyl 2-[(2S)-2-[2-(prop-1-en-2-yl)phenyl] pyrrolidin-1-yl]-7-azaspiro[3.5]nonane-7-carboxylate